CN(C=1C=C2C3(C(NC2=CC1)=O)CC3)C 5'-(dimethylamino)-2'-oxospiro[cyclopropane-1,3'-indoline]